methyl 4-methyl-4-[5-[(3R)-3-amino-5-[(4-chlorophenyl)-methyl]-8-fluoro-1,1,4-trioxo-2,3-dihydro-1λ6,5-benzo-thiazepin-7-yl]-1,3,4-oxadiazol-2-yl]piperidine-1-carboxylate CC1(CCN(CC1)C(=O)OC)C=1OC(=NN1)C=1C(=CC2=C(N(C([C@H](CS2(=O)=O)N)=O)CC2=CC=C(C=C2)Cl)C1)F